O=C1N(C(CC1)=O)OC(CCC(=O)NC[C@H](CCCCCCCCCCCCCCC(=O)O)CCCCCCCCCCCCCC(=O)O)=O.OC1(CCN(CC1)C(=O)C1=CC=C(C=C1)C=1C=C(C2=C(C=CO2)C1)C(F)(F)F)C 5-(4-(4-hydroxy-4-methyl-piperidine-1-carbonyl)phenyl)-7-(trifluoro-methyl)benzofuran (R)-3-(4-((2,5-dioxopyrrolidin-1-yl)oxy)-4-oxobutanamido)propane-1,2-diyl-ditetradecanoate